Cl.NC(C(=O)O)CNCC1=C(C=CC=C1)[N+](=O)[O-] 2-amino-3-[(2-nitrobenzyl)amino]propionic acid HCl salt